((2S)-6-acetamido-1-((4-(hydroxy (1-methyl-1H-pyrazol-5-yl) methyl) phenyl) amino)-1-oxohexan-2-yl) carbamate C(N)(O[C@H](C(=O)NC1=CC=C(C=C1)C(C1=CC=NN1C)O)CCCCNC(C)=O)=O